NC1CN(C1)C1=NC=2N(C(=C1)NCC1=CC=C(C=C1)C1=NC=CC=C1)N=CC2C2CC2 5-(3-Aminoazetidin-1-yl)-3-cyclopropyl-N-(4-(pyridin-2-yl)benzyl)pyrazolo[1,5-a]pyrimidin-7-amine